FC(C1N(C2=CC(=CC=C2NC1=O)F)C(=O)OC(C)C)F Isopropyl 2-(difluoromethyl)-7-fluoro-3-oxo-3,4-dihydroquinoxaline-1(2H)-carboxylate